tritylcysteamine C(C1=CC=CC=C1)(C1=CC=CC=C1)(C1=CC=CC=C1)NCCS